1-(6-(4-isopropyl-4H-1,2,4-triazol-3-yl)pyridin-2-yl)-3-(5-(1-methyl-1H-pyrazol-4-yl)pyrazin-2-yl)urea C(C)(C)N1C(=NN=C1)C1=CC=CC(=N1)NC(=O)NC1=NC=C(N=C1)C=1C=NN(C1)C